CC1(N(CCOC1)C(=O)C1=NN(C=2C3=C(CCC12)C=C(C(=C3)C=3C=C(C=NC3)C(=O)N)OC)C3=CSC=C3)C 5-[3-(3,3-dimethylmorpholine-4-carbonyl)-7-methoxy-1-(3-thienyl)-4,5-dihydrobenzo[g]indazol-8-yl]pyridine-3-carboxamide